C1(CCC1)OC1=C(C(=C(C(=O)O)C(=C1)C=CC1=CC=C(C=C1)C(F)(F)F)O)CC=C(C)C 4-(cyclobutoxy)-2-hydroxy-3-(3-methylbut-2-en-1-yl)-6-(4-(trifluoromethyl)styryl)benzoic acid